FC1=CC=C(C=C1)N(C(CC)=O)CCN1CCC(CC1)OC1=CC=CC=C1 N-(4-fluorophenyl)-N-(2-(4-phenoxypiperidin-1-yl)ethyl)propionamide